2-(2,6-dioxopiperidin-3-yl)-5-(((trans-3-(4-(6-methylpyridin-2-yl)-3-(tetrahydro-2H-pyran-4-yl)-1H-pyrazol-1-yl)cyclobutyl)methyl)amino)isoindoline-1,3-dione O=C1NC(CCC1N1C(C2=CC=C(C=C2C1=O)NC[C@@H]1C[C@H](C1)N1N=C(C(=C1)C1=NC(=CC=C1)C)C1CCOCC1)=O)=O